Cl.FC=1C=C(C=CC1)[C@H](CNC1(CCNCC1)C)O (R)-1-(3-Fluorophenyl)-2-((4-methylpiperidin-4-yl)amino)ethan-1-ol HCl